C(C)(C)(C)C1=CN(C(N=N1)S)N 6-tert-butyl-4-amino-3-mercapto-1,2,4-triazine